O1C(=CC2=C1C=CC=C2)C=2C=C(C=C1C=C(C=NC21)N)C 8-(benzofuran-2-yl)-6-methylquinolin-3-amine